NC=1C2=C(N=CN1)N(C1=C2C=CC=N1)CC(=O)N1[C@@H]2C[C@@]2(C[C@H]1C(=O)NC1=NC(=CC=C1)Br)C (1R,3S,5R)-2-(2-(4-amino-9H-pyrido[3',2':4,5]pyrrolo[2,3-d]pyrimidin-9-yl)acetyl)-N-(6-bromopyridin-2-yl)-5-methyl-2-azabicyclo[3.1.0]hexane-3-carboxamide